O[C@@H]1C[C@H](NC1)C(=O)N[C@@H](CC(=O)OC)C1=CC=C(C=C1)C1=C(N=CS1)C methyl (3S)-3-{[(2S,4R)-4-hydroxypyrrolidin-2-yl]formamido}-3-[4-(4-methyl-1,3-thiazol-5-yl)phenyl]propanoate